3-[2-acetyl-3-[4-(4-methoxyphenyl)phenyl]-3,4-dihydropyrazol-5-yl]-4-benzyl-6-chloro-1H-quinolin-2-one C(C)(=O)N1N=C(CC1C1=CC=C(C=C1)C1=CC=C(C=C1)OC)C=1C(NC2=CC=C(C=C2C1CC1=CC=CC=C1)Cl)=O